O[C@H]1C[C@@H](CC1)NC1=NC=C2N=C(N(C2=N1)C1CCC(CC1)C(=O)N)NC1=C(C(=C(C=C1)F)F)F (1S,4s)-4-(2-((1R,3R)-3-hydroxycyclopentylamino)-8-(2,3,4-trifluorophenylamino)-9H-purin-9-yl)cyclohexanecarboxamide